FC1=CC(=CC2=C1N(C(N2C=2SC(=NN2)C)=O)C)S(=O)(=O)NC2(CC2)C 7-fluoro-1-methyl-N-(1-methylcyclopropyl)-3-(5-methyl-1,3,4-thiadiazol-2-yl)-2-oxo-benzimidazole-5-sulfonamide